acryloyloxy-maleimide C(C=C)(=O)OC=1C(=O)NC(C1)=O